N-tert-butyl-4-[[(1R) or (1S)-indan-1-carbonyl]amino]pyridine-2-carboxamide C(C)(C)(C)NC(=O)C1=NC=CC(=C1)NC(=O)[C@@H]1CCC2=CC=CC=C12 |o1:16|